[6-(2-methylpyrazol-3-yl)-7-quinolyl] trifluoromethanesulfonate FC(S(=O)(=O)OC1=C(C=C2C=CC=NC2=C1)C=1N(N=CC1)C)(F)F